CC(C)N(C(C)C)C(=O)C1=NC=CC(=C1)Cl 4-chloro-N,N-diisopropylpicolinamide